Racemic-4-bromo-N-(1-(6,7-difluoro-1-methoxyisoquinolin-4-yl)ethyl)-3-fluoro-N-methylbenzamide BrC1=C(C=C(C(=O)N(C)[C@H](C)C2=CN=C(C3=CC(=C(C=C23)F)F)OC)C=C1)F |r|